COC1=CC=C(C(=O)N[C@H]2C[C@H](CCC2)NC2=CC(=NC3=CC=CC(=C23)C)C(F)(F)F)C=C1 4-methoxy-N-[(1R,3S)-3-[[5-methyl-2-(trifluoromethyl)-4-quinolinyl]amino]cyclohexyl]benzamide